1-(2-(4-(4-Isopropylphenyl)-1H-imidazol-2-yl)piperidin-1-yl)-2-(methylsulfanyl)propan-1-one C(C)(C)C1=CC=C(C=C1)C=1N=C(NC1)C1N(CCCC1)C(C(C)SC)=O